4-(4'-(1,5-dimethyl-1H-1,2,3-triazol-4-yl)-[1,1'-biphenyl]-4-yl)-1H-1,2,3-triazol-5-carboxylic acid CN1N=NC(=C1C)C1=CC=C(C=C1)C1=CC=C(C=C1)C=1N=NNC1C(=O)O